3-diethoxymethylsilylpropyl thiocaprylate C(CCCCCCC)(=S)OCCC[SiH2]C(OCC)OCC